1-(5-amino-1,3,4-thiadiazol-2-yl)-4-methylpiperazin-2-one NC1=NN=C(S1)N1C(CN(CC1)C)=O